O(C#N)C(C)CCCCC(C)OC#N 2,7-dicyanatooctane